CN1NC2=NC(=CC(=C2C1=O)NC1=C(C=CC=C1)S(=O)(=O)C)NC1=NC=CC=C1 2-methyl-4-((2-(methylsulfonyl)phenyl)amino)-6-(pyridin-2-ylamino)-1,2-dihydro-3H-pyrazolo[3,4-b]pyridin-3-one